N-((5-(5-(difluoromethyl)-1,3,4-oxadiazol-2-yl)pyridin-2-yl)methyl)-N-(isoindolin-5-yl)methanesulfonamide dihydrochloride Cl.Cl.FC(C1=NN=C(O1)C=1C=CC(=NC1)CN(S(=O)(=O)C)C=1C=C2CNCC2=CC1)F